3-(3-Chloro-4-fluorophenyl)-1-((1,3-dimethyl-1H-pyrazol-5-yl)methyl)-1-(4-methoxyphenyl)urea ClC=1C=C(C=CC1F)NC(N(C1=CC=C(C=C1)OC)CC1=CC(=NN1C)C)=O